(2R)-2-[6-(5-chloro-2-fluoropyridin-4-yl)-1-oxo-2,3-dihydro-1H-isoindol-2-yl]Propionic acid ClC=1C(=CC(=NC1)F)C1=CC=C2CN(C(C2=C1)=O)[C@@H](C(=O)O)C